C(#N)CC1CCN(CC1)N1C(=NC=2C1=C1C(=NC2)N(C=C1)C(=O)[O-])[C@@H](C)O (R)-1-(4-(cyanomethyl)piperidin-1-yl)-2-(1-hydroxyethyl)imidazo[4,5-d]pyrrolo[2,3-b]pyridin-6(1H)-carboxylate